4-Methoxy-5-morpholino-N-phenethyl-1H-benzo[d]imidazole-1-carboxamide COC1=C(C=CC=2N(C=NC21)C(=O)NCCC2=CC=CC=C2)N2CCOCC2